IC1=C(C=CC(=C1)C(C)(C)C)O 2-Iodo-4-tert-butylphenol